(R)-8-ethynyl-7-fluoro-1-(8-fluoro-2-(4-hydroxy-4-methylpiperidin-1-yl)-4-(methyl(piperidin-2-ylmethyl)amino)pyrido[4,3-d]pyrimidin-7-yl)isoquinolin-3(2H)-one C(#C)C1=C(C=CC2=CC(NC(=C12)C1=C(C=2N=C(N=C(C2C=N1)N(C[C@@H]1NCCCC1)C)N1CCC(CC1)(C)O)F)=O)F